1-methyl-6-(7-(2,2,6,6-tetramethyl-1,2,3,6-tetrahydropyridin-4-yl)imidazo[1,2-a]pyrimidin-2-yl)-1H-indol-5-ol CN1C=CC2=CC(=C(C=C12)C=1N=C2N(C=CC(=N2)C=2CC(NC(C2)(C)C)(C)C)C1)O